4-(N-((1s,4R)-4-methylcyclohexyl)pivalamido)pyrrolidine-2-carboxylate CC1CCC(CC1)N(C(C(C)(C)C)=O)C1CC(NC1)C(=O)[O-]